CN(C1CCCCC1)C(N(C)C1CCCCC1)C=CC[SiH3] bis(N-methylcyclohexylamino)methylallylsilane